5-(1-Methyl-1H-pyrazol-5-yl)benzo[c][1,2,5]oxadiazole CN1N=CC=C1C1=CC=2C(=NON2)C=C1